CC1(CCN(CC1)CC=1C=CC=2N(C1)C=C(N2)CN2C=CC=1C(=CN=CC1C2=O)N2CC1(C2)CCN(CC1)C(=O)OC(C)(C)C)C tert-butyl 2-[7-((6-[(4,4-dimethylpiperidin-1-yl)methyl]imidazo[1,2-a]pyridin-2-yl)methyl)-8-oxo-7,8-dihydro-2,7-naphthyridin-4-yl]-2,7-diazaspiro[3.5]nonane-7-carboxylate